N,N-dimethyl-6-(N-((3-methylpyridin-2-yl)carbamothioyl)carbamimidoyl)nicotinamide CN(C(C1=CN=C(C=C1)C(NC(NC1=NC=CC=C1C)=S)=N)=O)C